C(BOCC(=O)O)(=O)O boradiglycolic acid